ClC1=CC=C(C(=N1)C(=O)OC)N[C@H](C)C1=CC(=CC=2C=3N(C(=NC12)N1CCC(CC1)(F)F)C(=CN3)C)C methyl (R)-6-chloro-3-((1-(5-(4,4-difluoropiperidin-1-yl)-3,9-dimethylimidazo[1,2-c]quinazolin-7-yl)ethyl)amino)picolinate